C(C1=CC=CC=C1)(=O)OC1CN(CC1)C(=O)C1CC1 (cyclopropanecarbonyl)pyrrolidin-3-yl benzoate